6-oxo-1H-pyridazine-3-carboxamide O=C1C=CC(=NN1)C(=O)N